C(C)(=O)[O-].[Ti+4].C(C)(=O)[O-].C(C)(=O)[O-].C(C)(=O)[O-] titanic acetate